dimethoxyphenylacetylaminoflavone COC=1C(=C2C(C(=C(OC2=CC1)C1=CC=CC=C1)NC(CC1=CC=CC=C1)=O)=O)OC